ClC1=CC=2C3=C(C(=NC2C(=C1C1=CC=C(C=C1)F)F)N1CC(C1)(C)N(C)C)N=CN3[C@@H]3C[C@H](NCC3)CC#N 2-((2S,4S)-4-(8-chloro-4-(3-(dimethylamino)-3-methylazetidin-1-yl)-6-fluoro-7-(4-fluorophenyl)-1H-imidazo[4,5-c]quinolin-1-yl)piperidin-2-yl)acetonitrile